cis-6-tert-butyl 3-methyl 2-(4-aminophenyl)-1,2,3,4,4a,5,7,7a-octahydropyrrolo[3,4-b]pyridine-3,6-dicarboxylate NC1=CC=C(C=C1)C1C(CC2C(N1)CN(C2)C(=O)OC(C)(C)C)C(=O)OC